tricyclo[4.4.0.12,5]undeca-3-ene C12C3C=CC(C2CCCC1)C3